2-((1R,5S,6R)-3-ethyl-6-(nitromethyl)bicyclo[3.2.0]hept-3-en-6-yl)acetic acid tert-butyl ester C(C)(C)(C)OC(C[C@]1([C@@H]2C=C(C[C@@H]2C1)CC)C[N+](=O)[O-])=O